C(C)(C)(C)OC(CN1CC(C1)C(C1=C(C=CC=C1)[N+](=O)[O-])O)=O 3-(hydroxy(2-nitrophenyl)methyl)azetidine-1-acetic acid tert-butyl ester